5-(4-(3-((tert-butyldiphenylsilyl)oxy)propanoyl)piperazin-1-yl)-N-(4-(2-chlorophenyl)thiazol-2-yl)picolinamide [Si](C1=CC=CC=C1)(C1=CC=CC=C1)(C(C)(C)C)OCCC(=O)N1CCN(CC1)C=1C=CC(=NC1)C(=O)NC=1SC=C(N1)C1=C(C=CC=C1)Cl